BrC1=C(OC(C(=O)OCCCOC2=C(C=C(C=C2)/C=C/C(=O)O)OC)(C)C)C=CC=C1 (E)-3-(4-(3-((2-(2-bromophenoxy)-2-methylpropanoyl)oxy)propoxy)-3-methoxyphenyl)acrylic acid